C(C)(C)(C)OC(N[C@H]1C(N(CCC1)C1=C(C=C(C=C1F)C1=C(C=CC=C1)NS(=O)(=O)C)F)=O)=O (R)-(1-(3,5-difluoro-2'-(methylsulfonylamino)-[1,1'-biphenyl]-4-yl)-2-oxopiperidin-3-yl)carbamic acid tert-butyl ester